6-Chloro-5-(2-fluoro-5-methoxy-phenyl)-7-(trifluoromethyl)-1,3-dihydro-1,4-benzodiazepine-2-One ClC1=C(C=CC2=C1C(=NCC(N2)=O)C2=C(C=CC(=C2)OC)F)C(F)(F)F